C1(=CC=CC=C1)C([C@@H]1NCCC1)(O[Si](C)(C)C)C1=CC=CC=C1 (R)-2-{diphenyl[(trimethylsilyl)oxy]methyl}pyrrolidine